COC1=CC(=C(C=C1NC1=NC=NC(=C1)N1OCCC1C1=CC(=CC=C1)OCC1=NC=CC=C1)NC(C=C)=O)N1CCN(CC1)C N-(4-methoxy-2-(4-methylpiperazin-1-yl)-5-((6-(3-(3-(pyridin-2-ylmethoxy)phenyl)isoxazolidin-2-yl)pyrimidin-4-yl)amino)phenyl)acrylamide